1,1-dioxo-5-[(4-phenoxyphenyl)methyl]-2,3-dihydro-1λ6,5-benzothiazepine-4-One O=S1(CCC(N(C2=C1C=CC=C2)CC2=CC=C(C=C2)OC2=CC=CC=C2)=O)=O